CC=1N=CSC1C1=CC(CCC1)=O 3-(4-methylthiazol-5-yl)cyclohex-2-en-1-one